1,1,1,7,7,7-hexamethyl-3,3,5,5-tetraphenyltetrasiloxane C[Si](O[Si](O[Si](O[Si](C)(C)C)(C1=CC=CC=C1)C1=CC=CC=C1)(C1=CC=CC=C1)C1=CC=CC=C1)(C)C